tert-Butyl 4-[[4-[(3R,5R)-5-[(3-bromo-4-oxo-pyrido[1,2-a]pyrimidin-2-yl)amino]-1-methyl-3-piperidyl]phenoxy]methyl]piperidine-1-carboxylate BrC1=C(N=C2N(C1=O)C=CC=C2)N[C@@H]2C[C@@H](CN(C2)C)C2=CC=C(OCC1CCN(CC1)C(=O)OC(C)(C)C)C=C2